N(=O)N(O)C1=CC=CC=C1.[NH4+] ammonium N-nitroso-N-phenylhydroxylamine salt